N-(4-(4-amino-2-oxo-1-(tetrahydro-2H-pyran-4-yl)-1,2-dihydro-3H-imidazo[4,5-c]pyridin-3-yl)benzyl)-5-fluoro-2-methoxybenzamide NC1=NC=CC2=C1N(C(N2C2CCOCC2)=O)C2=CC=C(CNC(C1=C(C=CC(=C1)F)OC)=O)C=C2